ClC1=CC=C(C=C1)C=1N=C2N(C=CN=C2)C1NC1=CC=C(C(=O)NCCN2CCOCC2)C=C1 4-[[2-(4-chlorophenyl)imidazo[1,2-a]pyrazin-3-yl]amino]-N-(2-morpholin-4-ylethyl)benzamide